((R)-2-(2-((2'-fluoro-5'-methoxy-2-((S)-1-methoxy-2,2-dimethylpropyl)-[1,1'-biphenyl]-4-yl)methoxy)pyridin-4-yl)propyl)(methyl)phosphinic acid FC1=C(C=C(C=C1)OC)C1=C(C=C(C=C1)COC1=NC=CC(=C1)[C@H](CP(O)(=O)C)C)[C@H](C(C)(C)C)OC